ClC=1C=C2C=C([C@@H](OC2=CC1C(C)(C)C)C(F)(F)F)C(=O)O |r| (+/-)-6-chloro-7-tert-butyl-2-trifluoromethyl-2H-chromene-3-carboxylic acid